CN(C1=NC=CC(=C1)C1=NOC(=N1)C(C)NC(OC(C)(C)C)=O)C tert-butyl (1-(3-(2-(dimethylamino)pyridin-4-yl)-1,2,4-oxadiazol-5-yl)ethyl)carbamate